N-cyclopropyl-7,9-dimethyl-pyrido[3',2':4,5]furo[3,2-d]pyrimidin-4-amine hydrochloride Cl.C1(CC1)NC=1C2=C(N=CN1)C1=C(O2)N=C(C=C1C)C